C(C)(C)(C)OC(=O)N1CCC(CC1)(F)CN1CCN(CC1)C1=NC=CC(=C1)B(O)O [2-[4-[(1-tert-butoxycarbonyl-4-fluoro-4-piperidyl)methyl]piperazin-1-yl]-4-pyridyl]boronic acid